C(C)OC(C(=CC=NC1=NC=CC=C1)CC)=O ethyl-4-(pyridine-2-yl-imino)-2-butenoic acid ethyl ester